methyl 4-{[(1R)-1-(3-chlorophenyl)ethyl]amino}-2-methylquinazoline-6-carboxylate ClC=1C=C(C=CC1)[C@@H](C)NC1=NC(=NC2=CC=C(C=C12)C(=O)OC)C